C(C=C)(=O)N1CCN(CC1)C1=C(C=CC=C1)C1=CC2=C(C(=NO2)C=2C(=C(C(=CC2)OC)S(=O)(=O)N)OC)C(=C1)OC (6-(2-(4-acryloylpiperazin-1-yl)phenyl)-4-methoxybenzo[d]isoxazol-3-yl)-2,6-dimethoxybenzenesulfonamide